CC(=CC)C=CC=C(C=CC1=C(CCCC1(C)C)C)C 3,7-dimethyl-9-(2,6,6-trimethyl-1-cyclohexen-1-yl)-2,4,6,8-nonatetraen